4-(2-(4-phenyl-1H-1,2,3-triazol-1-yl)pyrido[3,2-d]pyrimidin-4-yl)morpholine C1(=CC=CC=C1)C=1N=NN(C1)C=1N=C(C2=C(N1)C=CC=N2)N2CCOCC2